ClC=1C=CC(=NC1)NC([C@H](C)N1C[C@@H](C(CC1)(F)F)C1=CNC(C=C1)=O)=O (S)-N-(5-chloropyridin-2-yl)-2-((S)-4,4-difluoro-3-(6-oxo-1,6-dihydropyridin-3-yl)piperidin-1-yl)propanamide